tert-butyl 3-(4-((tert-butoxycarbonyl)amino)butoxy)propanoate C(C)(C)(C)OC(=O)NCCCCOCCC(=O)OC(C)(C)C